C(C1=CC=CC=C1)SC1=CC(=C(CNC2=C(C=NC3=CC(=C(C=C23)F)OC)N)C(=C1)F)F N4-(4-(benzylthio)-2,6-difluorobenzyl)-6-fluoro-7-methoxyquinoline-3,4-diamine